C(C=C)(=O)NC1=CC=C(C=C1)NC=1C2=C(NN1)C(N(C2)C(=O)N[C@H](CN(C)C)C2=CC=CC=C2)(C)C (S)-3-((4-acrylamidophenyl)amino)-N-(2-(dimethylamino)-1-phenylethyl)-6,6-dimethyl-4,6-dihydropyrrolo[3,4-c]pyrazole-5(1H)-carboxamide